1-[2-(3-methyl-1,2,4-oxadiazol-5-yl)cyclopropyl]methanamine Hydrochloride Salt Cl.CC1=NOC(=N1)C1C(C1)CN